(2S)-N,N-BIS(4-METHOXYBENZYL)-1-((2R)-TETRAHYDRO-2-FURANYL)-5-HEXENE-2-SULFONAMIDE COC1=CC=C(CN(S(=O)(=O)[C@H](C[C@@H]2OCCC2)CCC=C)CC2=CC=C(C=C2)OC)C=C1